C(=O)(O)C=1C=C(C=O)C=CC1 3-carboxybenzaldehyde